pyrimidine-4-carboxamide TFA Salt OC(=O)C(F)(F)F.N1=CN=C(C=C1)C(=O)N